C(CCCC)C1=CC=C(N)C=C1 4-pentylaniline